6-Chloro-3-[[(1R)-1-[2-(2-cyanophenyl)-3,6-dimethyl-4-oxo-chromen-8-yl]ethyl]amino]-N-methylsulfonyl-pyridine-2-carboxamide ClC1=CC=C(C(=N1)C(=O)NS(=O)(=O)C)N[C@H](C)C=1C=C(C=C2C(C(=C(OC12)C1=C(C=CC=C1)C#N)C)=O)C